2-BROMO-N-(3-FLUORO-4-METHOXYPHENYL)ACETAMIDE BrCC(=O)NC1=CC(=C(C=C1)OC)F